COC(=O)[C@H]1N(CC2(OCCO2)C1)C(CNC(=O)C=1C=CC=2N(C3=CC=CC=C3OC2C1)C(=O)OC(C)(C)C)=O tert-butyl (S)-3-((2-(8-(methoxycarbonyl)-1,4-dioxa-7-azaspiro[4.4]nonan-7-yl)-2-oxoethyl)carbamoyl)-10H-phenoxazine-10-carboxylate